((2-hydroxy-3-methoxybenzylidene)amino)-2-methylbenzoic acid OC1=C(C=NC=2C(=C(C(=O)O)C=CC2)C)C=CC=C1OC